3-(methyl)acrylamide CC=CC(=O)N